FC1=C(C=CC(=C1)S(=O)(=O)C)NC=1N=CC2=C(N1)N(C(C=C2)=O)[C@H]2[C@](CCC2)(C)O 2-((2-fluoro-4-(methylsulfonyl)phenyl)amino)-8-((1R,2R)-2-hydroxy-2-methylcyclopentyl)pyrido[2,3-d]pyrimidin-7(8H)-one